N-hexadecyl-2-(4-t-butylcarbonyloxy-phenyl)-3,5,7-tri-t-butylcarbonyloxy-quinolin-4-one C(CCCCCCCCCCCCCCC)N1C(=C(C(C2=C(C=C(C=C12)OC(=O)C(C)(C)C)OC(=O)C(C)(C)C)=O)OC(=O)C(C)(C)C)C1=CC=C(C=C1)OC(=O)C(C)(C)C